3-(methylsulfonyloxy)-4-(morpholinomethyl)benzoic acid CS(=O)(=O)OC=1C=C(C(=O)O)C=CC1CN1CCOCC1